ClC1=CC=C(C=C1)C(C(=O)N([C@@H](C)C(=O)N[C@H](CCC(=O)O)C(=O)O)C)(C)C N-(2-(4-chlorophenyl)-2-methylpropanoyl)-N-methyl-L-alanyl-D-glutamic acid